3-bromo-1-(1-hydroxy-3-methoxypropane-2-yl)pyridin-2(1H)-one BrC=1C(N(C=CC1)C(CO)COC)=O